NC1=C(C2=C(N=C(N=C2)C)N1C=1C=2N(C=CC1Cl)C=NC2)C#N 6-amino-7-(7-chloroimidazo[1,5-a]pyridin-8-yl)-2-methyl-pyrrolo[2,3-d]pyrimidine-5-carbonitrile